bis(4-amino-3,5-dihydroxyphenyl) ether NC1=C(C=C(C=C1O)OC1=CC(=C(C(=C1)O)N)O)O